C(C)(C)(C)OC(C(C)(C)N1C(NC2=C(C1=O)C(=C(S2)C#N)C)=O)=O 2-(6-cyano-5-methyl-2,4-dioxo-1,2-dihydrothieno[2,3-d]pyrimidin-3(4H)-yl)-2-methylpropionic acid tert-butyl ester